2-(diethylamino)ethyl 7-({5-[4-(2-oxopyrrolidin-1-yl)phenyl]pyrimidin-2-yl}amino)-1H,2H,3H-pyrido[2,3-b][1,4]oxazine-1-carboxylate O=C1N(CCC1)C1=CC=C(C=C1)C=1C=NC(=NC1)NC1=CC2=C(OCCN2C(=O)OCCN(CC)CC)N=C1